C(C)(C)OCC=1N=CC(=NC1)N 5-(isopropoxymethyl)pyrazin-2-amine